zinc tetraoxide [O-]OO[O-].[Zn+2]